2-cyanoethyl ((4-(dimethoxyphosphoryl) cyclohexyl) methyl) diisopropylphosphoramidite C(C)(C)N(P(OCCC#N)OCC1CCC(CC1)P(=O)(OC)OC)C(C)C